tert-butyl ((1S,3R)-3-(2-isobutyl-6-(tributylstannyl)-1H-imidazo[4,5-c]pyridin-1-yl)cyclohexyl)carbamate C(C(C)C)C=1N(C2=C(C=NC(=C2)[Sn](CCCC)(CCCC)CCCC)N1)[C@H]1C[C@H](CCC1)NC(OC(C)(C)C)=O